ClC1=C(NC2=CC=CC=C12)C(=O)N chloroindole-2-carboxamide